COC(CC=1C=C2CC3(CCOCC3)C(C2=CC1)=O)=O 2-(1-oxo-1,2',3,3',5',6'-hexahydrospiro[indene-2,4'-pyran]-5-yl)acetic acid methyl ester